1-(Cyclobutyl(palmitoyloxy)methyl)-5-(4-(hexyloxy)-1,2,5-thiadiazol-3-yl)-1-methyl-1,2,3,6-tetrahydropyridin-1-ium iodide [I-].C1(CCC1)C([N+]1(CCC=C(C1)C1=NSN=C1OCCCCCC)C)OC(CCCCCCCCCCCCCCC)=O